N-acetylglucosamine 6-phosphate P(=O)(O)(O)OC[C@@H]1[C@H]([C@@H]([C@H](C(O)O1)NC(C)=O)O)O